NC1CCC2=C(N(C1=O)C1=CC=C(C=C1)C(F)(F)F)C=CC=C2 3-amino-1-(4-(trifluoromethyl)phenyl)-1,3,4,5-tetrahydro-2H-benzo[b]azepin-2-one